tert-Butyl 4-[3,5-dichloro-4-[8-(2-fluoro-4-methoxycarbonyl-5-morpholin-4-ylphenyl)-2,4-dihydro-1,3-benzoxazine-3-carbonyl]phenyl]piperidine-1-carboxylate ClC=1C=C(C=C(C1C(=O)N1COC2=C(C1)C=CC=C2C2=C(C=C(C(=C2)N2CCOCC2)C(=O)OC)F)Cl)C2CCN(CC2)C(=O)OC(C)(C)C